N-[7-methoxy-4-(1-methyl-1H-pyrazol-4-yl)-1H-1,3-benzodiazol-2-yl]-1-methyl-1H-1,2,3-triazole-4-carboxamide COC1=CC=C(C2=C1NC(=N2)NC(=O)C=2N=NN(C2)C)C=2C=NN(C2)C